C(C=1C(=C(C(=CC1)C(C)(C)C)O)C(C)(C)C)C=1C(=C(C(=CC1)C(C)(C)C)O)C(C)(C)C methylenebis-(2,6-di-tert-butylphenol)